(E)-N,N-dimethyl-2-(4-(1-(2-methylphenyl)-2-phenyl-1-butenyl)phenoxy)ethylamine CN(C)CCOC1=CC=C(C=C1)/C(=C(/CC)\C1=CC=CC=C1)/C1=C(C=CC=C1)C